O1N=C(C2=C1C=CC=C2)C2CCN(CC2)CCCCN2C(N1C(CC2=O)CCC1)=O 2-{4-[4-(Benzo[d]isoxazol-3-yl)-piperidin-1-yl]-butyl}-tetrahydro-pyrrolo[1,2-c]pyrimidine-1,3-dione